C(C=CC1=CC=CC=C1)(=O)OC1=CC=C(C=C1)CNC(=O)N 4-((E)-ureidomethyl)phenyl Cinnamate